ethyl 2-(3-methoxyphenyl)-2-phenylacetate COC=1C=C(C=CC1)C(C(=O)OCC)C1=CC=CC=C1